FC=1C=C(C=CC1NC(=O)N1CC2=CC=C(C=C2C1)F)C12CCC(CC1)(CC2)C(=O)O 4-(3-fluoro-4-(5-fluoroisoindoline-2-carboxamido)phenyl)bicyclo[2.2.2]octane-1-carboxylic acid